C(CCCCCCC)N1C=[N+](C=C1)C 1-n-octyl-3-methyl-imidazolium